7-Bromo-6-((5-bromo-1-methyl-1,2,3,4-tetrahydroquinolin-6-yl)(o-tolyl)methyl)-1-methyl-1,2,3,4-tetrahydroquinoline BrC1=C(C=C2CCCN(C2=C1)C)C(C1=C(C=CC=C1)C)C=1C(=C2CCCN(C2=CC1)C)Br